1-butenylmethyldiethoxysilane C(=CCC)C[SiH](OCC)OCC